C(\C=C\C=C\C(=O)OCC)(=O)OCC diethyl muconate